CC(COC)OCC(OCC(OC=C(C)C1=CC(=CC=C1)\C(=C/OC(COC(COC(COC)C)C)C)\C)C)C (Z)-1,3-bis(4,7,10-trimethyl-2,5,8,11-tetraoxatetradec-12-en-13-yl)benzene